C(C(=C)C)(=O)OCCCCOC(C(=C)C)=O tetramethylene glycol dimethacrylate